C(C)(C)(C)OC(=O)N1CCC(CC1)C1=C(C(=CC=C1)C(C=CC1=C(C=C(C=C1)Cl)F)O)O.BrC=1C=CC(=NC1)OC1=C(C=CC=C1)Cl 5-Bromo-2-(2-chloro-phenoxy)pyridine tert-Butyl-4-(3-(3-(4-chloro-2-fluorophenyl)-1-hydroxyallyl)-2-hydroxyphenyl)piperidine-1-carboxylate